(E)-4-(4-(6-ethoxy-9H-purin-9-yl)phenyl)but-3-en-2-one C(C)OC1=C2N=CN(C2=NC=N1)C1=CC=C(C=C1)/C=C/C(C)=O